CC1=C(C(=CC=C1)C)C1(C(C(=O)N)C=CC(=C1)OC)C=C 2-(2,6-dimethylphenyl)-4-methoxy-2-vinyl-benzamide